C1(CC1)C1=C(C(=NO1)C1=C(C=NC=C1Cl)Cl)C=C1CC2(C1)CCN(CC2)C=2C=C1C(=CC(=NC1=CC2)C(=O)O)OCCO 6-(2-((5-cyclopropyl-3-(3,5-dichloropyridin-4-yl)isoxazol-4-yl)methylene)-7-azaspiro[3.5]non-7-yl)-4-(2-hydroxyethoxy)quinoline-2-carboxylic acid